(4aR,8aS)-6-(4-((R or S)-(3-Cyclopropyl-1,2,4-oxadiazol-5-yl)(4-fluorophenyl)methyl)piperidine-1-carbonyl)hexahydro-2H-pyrido[4,3-b][1,4]oxazin-3(4H)-one C1(CC1)C1=NOC(=N1)[C@H](C1CCN(CC1)C(=O)N1C[C@@H]2[C@@H](OCC(N2)=O)CC1)C1=CC=C(C=C1)F |o1:8|